COC=1C(=NC=CC1)N1CCC1 N-(3-methoxypyridin-2-yl)azetidine